NC1=CC(=C(C=C1)C1=C(C=2N=CN=C(C2N1C1=CC(=C(C=C1)OC1=NC=CC(=N1)C)F)N)C)C 6-(4-amino-2-methylphenyl)-5-(3-fluoro-4-((4-methylpyrimidin-2-yl)oxy)phenyl)-7-methyl-5H-pyrrolo[3,2-d]pyrimidin-4-amine